C(CCCCCCCCCCC)OC(CCCCC[N+](CCCCS(=O)(=O)[O-])(C)C)=O 4-((6-(dodecyloxy)-6-oxohexyl)dimethylammonio)butane-1-sulfonate